Trimethylamine-N-oxide C[N+](C)(C)[O-]